2-((Cyclopropylmethyl)amino)-4-(3-(4-fluorophenyl)-5H-pyrrolo[2,3-b]pyrazin-5-yl)benzoic acid C1(CC1)CNC1=C(C(=O)O)C=CC(=C1)N1C=CC=2C1=NC(=CN2)C2=CC=C(C=C2)F